ClC1=CC=C(CNC(=O)NC2CC3(C2)CC(C3)OC=3C=NC=CC3)C=C1 1-(4-chlorobenzyl)-3-(6-(pyridin-3-yloxy)spiro[3.3]hept-2-yl)urea